4-((4-iodophenoxy)methyl)-1-methyl-1H-imidazole IC1=CC=C(OCC=2N=CN(C2)C)C=C1